C(#N)C1=CC(=C(COC2=CC=CC(=N2)C2=CC(=C(CC=3N(C4=CC(=CC=C4C3)C(=O)OC(C)(C)C)C3CO[C@H]4OCC[C@H]43)C=C2F)F)C=C1)F Tert-butyl 2-(4-(6-((4-cyano-2-fluorobenzyl)oxy)pyridin-2-yl)-2,5-difluorobenzyl)-1-((3aS,6aR)-hexahydrofuro[2,3-b]furan-3-yl)-1H-indole-6-carboxylate